ClC1=CC(=NC=C1)CN1[C@@H](CCN2C1=NC(=CC2=O)N2[C@@H](COCC2)C)C(F)(F)F (S)-9-(4-Chloro-pyridin-2-ylmethyl)-2-((R)-3-methyl-morpholin-4-yl)-8-trifluoromethyl-6,7,8,9-tetrahydro-pyrimido[1,2-a]-pyrimidin-4-one